[Br-].C(C)N(C=1C=C2OC3=CC(C(=CC3=NC2=CC1)/C=C/C1=CC=[N+](C=C1)CCCC)=O)CC (E)-4-(2-(7-(diethylamino)-3-oxo-3H-phenoxazin-2-yl)vinyl)-1-butylpyridinium bromide